3-(5-(((1S,2R)-2-(3-isopropoxyazetidin-1-yl)cyclopentyl)oxy)-1-oxoisoindolin-2-yl)piperidine-2,6-dione C(C)(C)OC1CN(C1)[C@H]1[C@H](CCC1)OC=1C=C2CN(C(C2=CC1)=O)C1C(NC(CC1)=O)=O